N-(1-cyanocyclopropyl)-N-[(4-methoxyphenyl)methyl]-7-[4-(2-methylpropionyl)piperazin-1-yl]pyrazolo[1,5-a]pyridin-5-sulfonamide C(#N)C1(CC1)N(S(=O)(=O)C1=CC=2N(C(=C1)N1CCN(CC1)C(C(C)C)=O)N=CC2)CC2=CC=C(C=C2)OC